4-(3-ISOPROPYL-2-OXOIMIDAZOLIDIN-1-YL)-N-(3-(PYRIDIN-2-YLETHYNYL)PHENYL)BENZAMIDE C(C)(C)N1C(N(CC1)C1=CC=C(C(=O)NC2=CC(=CC=C2)C#CC2=NC=CC=C2)C=C1)=O